ClC=1C=NC(=NC1)N1CCC(CC1)CCCOC1=CC(=C(C=C1)CC(=O)NCCCCS(=O)(=O)O)F 4-[[2-[4-[3-[1-(5-chloropyrimidin-2-yl)-4-piperidinyl]propoxy]-2-fluoro-phenyl]acetyl]amino]butane-1-sulfonic acid